Ethyl 2-[5-ethyl-3-hydroxy-6-methyl-3-(trifluoromethyl)-2H,3H,3aH,4H,5H,6H-cyclopenta[c]pyrazol-2-yl]acetate Ethyl-2-hydrazinoacetate hydrochloride Cl.C(C)OC(CNN)=O.C(C)C1CC2C(=NN(C2(C(F)(F)F)O)CC(=O)OCC)C1C